4-methyl-N-(4-(1-(2,2,2-trifluoroethyl)-1H-pyrazol-4-yl)quinolin-8-yl)benzamide CC1=CC=C(C(=O)NC=2C=CC=C3C(=CC=NC23)C=2C=NN(C2)CC(F)(F)F)C=C1